ClC=1C=C(C=C2C(=C(C=NC12)C#N)N[C@H](CC)C1=CC=CC=C1)NC([2H])(C=1C(=NC=CC1)C)C=1N=NN(C1)C1CC1 8-chloro-6-(((1-cyclopropyl-1H-1,2,3-triazol-4-yl)(2-methylpyridin-3-yl)methyl-d)amino)-4-(((R)-1-phenylpropyl)amino)quinoline-3-carbonitrile